7-bromo-1-[2-[tert-butyl(dimethyl)silyl]oxy-2-methyl-propyl]indazole-5-thiol BrC=1C=C(C=C2C=NN(C12)CC(C)(C)O[Si](C)(C)C(C)(C)C)S